octahydrodimethylnaphthylethyldimethylsilane CC([SiH](C)CCC1CCCC2CCCC=C12)C